FC(C)(F)C1=NC(=CC(=N1)NC1=CC(=NC=C1CCCN(C)C)NC(C)=O)C N-(4-((2-(1,1-difluoroethyl)-6-methylpyrimidin-4-yl)amino)-5-(3-(dimethylamino)propyl)pyridin-2-yl)acetamide